BrC1(CCC2=C(SC=C2)C1=O)Br 6,6-dibromo-5,6-dihydrobenzo[b]thiophen-7(4H)-one